tert-butyl (2S,3S)-2-(3-bromo-2-fluorobenzyl)-3-((ethylsulfonyl)amino)pyrrolidine-1-carboxylate BrC=1C(=C(C[C@@H]2N(CC[C@@H]2NS(=O)(=O)CC)C(=O)OC(C)(C)C)C=CC1)F